C(C1=CC=CC=C1)N1C(=NC2=C1C=C(C=C2[N+](=O)[O-])C=2C(=NOC2C)C)NCC=2C=NC=CC2 1-benzyl-6-(3,5-dimethylisoxazol-4-yl)-4-nitro-N-(pyridin-3-ylmethyl)-1H-benzo[d]imidazol-2-amine